3-((4-(1-cyclohexyl-1H-pyrazol-3-yl)-5-fluoropyrimidin-2-yl)amino)cyclohexane-1-carboxamide C1(CCCCC1)N1N=C(C=C1)C1=NC(=NC=C1F)NC1CC(CCC1)C(=O)N